3-(benzylthio)-6-(1,1-difluoroethyl)-2-methylpyridine C(C1=CC=CC=C1)SC=1C(=NC(=CC1)C(C)(F)F)C